2-hydroxy-4-(trifluoromethyl)phenyl-boronic acid OC1=C(C=CC(=C1)C(F)(F)F)B(O)O